((S)-1-cyano-2-[(3S)-2-oxopyrrolidin-3-yl]ethyl)-3-cyclopropyl-2-(4-methyl-3-nitro-2-oxo-1-pyridyl)propanamide C(#N)[C@@H](C[C@@H]1C(NCC1)=O)C(C(=O)N)(CC1CC1)N1C(C(=C(C=C1)C)[N+](=O)[O-])=O